methyl-1H-benzimidazol-2-ylcarbamate compound with zinc [Zn+2].CN(C([O-])=O)C1=NC2=C(N1)C=CC=C2.CN(C([O-])=O)C2=NC1=C(N2)C=CC=C1